2-amino-3-methylpentane NC(C)C(CC)C